2-Nonylundecyl ((S)-(perfluorophenoxy)(phenoxy)phosphoryl)-L-phenylalaninate FC1=C(O[P@@](=O)(OC2=CC=CC=C2)N[C@@H](CC2=CC=CC=C2)C(=O)OCC(CCCCCCCCC)CCCCCCCCC)C(=C(C(=C1F)F)F)F